C(C)OC(C(=C(C)N)C)=O 3-amino-2-methyl-but-2-enoic acid ethyl ester